FC1=CC=C(C=C1)C=1C(=NOC1)C(=O)O (4-fluorophenyl)isoxazole-3-carboxylic acid